(1R,2R)-1-amino-6-bromo-2,3-dihydro-1H-inden-2-ol N[C@H]1[C@@H](CC2=CC=C(C=C12)Br)O